BrC1=CC(=C(C=C1)C)CCl 4-bromo-2-(chloromethyl)-1-methylbenzene